N-[3-(7-{[(3S,4R)-3-fluoro-1-methylpiperidin-4-yl]amino}-3-(2,2,2-trifluoroethyl)pyrazolo[1,5-a]pyridin-2-yl)prop-2-yn-1-yl]nicotinamide F[C@H]1CN(CC[C@H]1NC1=CC=CC=2N1N=C(C2CC(F)(F)F)C#CCNC(C2=CN=CC=C2)=O)C